C(C)(C)(C)C1=CC=C(C=C1)NC1=CC=C(C=C1)C(C)(C)C Bis-(4-t-butylphenyl)-amine